2,3-dihydroxypropyl Nα-(tert-butoxycarbonyl)-1-methyl-D-tryptophanate C(C)(C)(C)OC(=O)N[C@H](CC1=CN(C2=CC=CC=C12)C)C(=O)OCC(CO)O